4,5-dihydroxy-octanedioic acid OC(CCC(=O)O)C(CCC(=O)O)O